C1(CC1)OC=1C=C(C=CC1)C1=CC(=NN1C=1C=CC=C2C=NN(C12)CC)COC(C(=O)OC)(C)C Methyl 2-([5-(3-cyclopropoxyphenyl)-1-(1-ethyl-1H-indazol-7-yl)-1H-pyrazol-3-yl]methoxy)-2-methylpropanoate